CC1(CN2C(OC1)=C(C=N2)S(=O)(N)=NC(NC2=C(C=CC=C2)C)=O)C 6,6-dimethyl-N'-(o-tolylcarbamoyl)-6,7-dihydro-5H-pyrazolo[5,1-b][1,3]oxazine-3-sulfonimidamide